3-(4-(4-(4-(benzisothiazol-3-yl)piperazin-1-yl)butyl)-1-oxoisoindolin-2-yl)piperidine-2,6-dione S1N=C(C2=C1C=CC=C2)N2CCN(CC2)CCCCC2=C1CN(C(C1=CC=C2)=O)C2C(NC(CC2)=O)=O